O(C1=CC=CC=C1)C=1C2=CC=CC=C2C(=C2C=CC=CC12)C1=CC=CC=C1 9-Phenoxy-10-phenylanthracene